C(C)N1N=C(C=C1C)C(=O)NC1=CC(=CC(=C1)NS(=O)(=O)C)F 1-ethyl-N-(3-fluoro-5-(methylsulfonylamino)phenyl)-5-methyl-1H-pyrazole-3-carboxamide